[In].[Ga].[Ag] silver-gallium indium